(1S)-1-[4-(2-Methylpropyl)phenyl]ethan-1-aminium chloride [Cl-].CC(CC1=CC=C(C=C1)[C@H](C)[NH3+])C